4-(methylthio)-2-ureido-butyramide CSCCC(C(=O)N)NC(=O)N